(Z)-1-(2,6,6-trimethyl-cyclohex-2-enyl)-but-2-en-1-one CC=1C(C(CCC1)(C)C)C(\C=C/C)=O